1-(4-chloropyridin-2-yl)pyrazole-4-sulfonyl chloride ClC1=CC(=NC=C1)N1N=CC(=C1)S(=O)(=O)Cl